methyl (E)-2-hydroxy-5-((2-(2-((4-(trifluoromethyl)phenyl)amino)pyrimidin-4-yl)phenyl)diazenyl)benzoate OC1=C(C(=O)OC)C=C(C=C1)\N=N\C1=C(C=CC=C1)C1=NC(=NC=C1)NC1=CC=C(C=C1)C(F)(F)F